COCCCCC 2-oxaheptane